COC=1C=C(C=CC1)C#CC1=C(NC=2N(C1=O)N=C(C2N2CCCCC2)C2=CC=CC=C2)C 6-((3-methoxyphenyl)ethynyl)-5-methyl-2-phenyl-3-(piperidin-1-yl)pyrazolo[1,5-a]pyrimidin-7(4H)-one